tert-butyl (R)-7-(2-(2-((1-(tert-butoxycarbonyl)pyrrolidin-3-yl)amino)ethoxy)ethyl)-3,4-dihydro-1,8-naphthyridine-1(2H)-carboxylate C(C)(C)(C)OC(=O)N1C[C@@H](CC1)NCCOCCC1=CC=C2CCCN(C2=N1)C(=O)OC(C)(C)C